propylenebismaleic acid 2-isopropoxyethylmethacrylamide C(C)(C)OCCC=C(C(=O)N)C.C(C(C)/C(/C(=O)O)=C/C(=O)O)/C(/C(=O)O)=C/C(=O)O